N1=CC=C(C=C1)C1=NN=C(O1)C(O)=NN 5-(pyridin-4-yl)-1,3,4-oxadiazole-2-carboxylic acid hydrazone